((1R,5S,6S)-3-(5-(6-ethoxy-1H-pyrazolo[3',4':3,4]pyrazolo[1,5-a]pyridin-4-yl)pyridin-2-yl)-3-azabicyclo[3.1.0]hex-6-yl)methanamine hydrochloride Cl.C(C)OC=1C=C(C=2N(C1)N=C1C2C=NN1)C=1C=CC(=NC1)N1C[C@@H]2C([C@@H]2C1)CN